CCCCCCCC1=CC=C(C=C1)C(=O)O 4-N-heptyl-benzoic acid